(2s,4S)-2-((1R,5S,6S)-6-(4-(Trifluoromethyl)phenyl)-3-azabicyclo[3.1.0]hexan-3-carbonyl)-7-oxa-5-azaspiro[3.4]octan-6-on FC(C1=CC=C(C=C1)C1[C@@H]2CN(C[C@H]12)C(=O)C1CC2(C1)NC(OC2)=O)(F)F